(2S,3S,4S,5R)-methyl 3,4,5-triacetoxy-6-(4-((tert-butyldimethylsilyloxy)methyl)-2-formylphenoxy)-tetrahydro-2H-pyran-2-carboxylate C(C)(=O)O[C@@H]1[C@H](OC([C@@H]([C@H]1OC(C)=O)OC(C)=O)OC1=C(C=C(C=C1)CO[Si](C)(C)C(C)(C)C)C=O)C(=O)OC